methyl 8-[(3R,5S)-3,5-dimethylpiperazin-1-yl]quinoxaline-5-carboxylate C[C@@H]1CN(C[C@@H](N1)C)C1=CC=C(C=2N=CC=NC12)C(=O)OC